pyrrolidine-2-carbonyl-Formic acid N1C(CCC1)C(=O)C(=O)O